CC=1C(=NC(=NC1)NC1=CC(=C(C=C1)N1CCN(CC1)C)F)C=1C=NN(C1)C(C)C methyl-N-(3-fluoro-4-(4-methylpiperazin-1-yl)phenyl)-4-(1-isopropyl-1H-pyrazol-4-yl)pyrimidin-2-amine